S(=O)(=O)(C1=CC=C(C)C=C1)N1C[C@H]2C([C@H]2C1)C(=O)O (1R,5S,6r)-3-tosyl-3-azabicyclo[3.1.0]hexane-6-carboxylic acid